C(C)SO ethylthioalcohol